1-(2,3-difluoropropyl)-1H-pyrazol-4-amine FC(CN1N=CC(=C1)N)CF